FC(C1=NN=C(O1)C1=CC=C2CN(C(C2=C1)=O)N(CC1=C(C=CC=C1)N1CCOCC1)C)F 6-[5-(difluoromethyl)-1,3,4-oxadiazol-2-yl]-2-(methyl{[2-(morpholin-4-yl)phenyl]methyl}amino)-2,3-dihydro-1H-isoindol-1-one